O[C@H]1[C@@H](C2=CC=CC=C2C(C1)(C)C)NC(=O)NC=1C(=NC(=C(C1)C)CO)C1=CC=CC=C1 1-((1r,2r)-2-hydroxy-4,4-dimethyl-1,2,3,4-tetrahydronaphthalen-1-yl)-3-(6-(hydroxymethyl)-5-methyl-2-phenylpyridin-3-yl)urea